CC1=CC=C(C=C1)S(=O)(=O)[O-].N[N+]1=C(C=C(C=C1)Br)CC#N 1-amino-4-bromo-2-(cyanomethyl)pyridin-1-ium 4-methylbenzenesulfonate